3a-hydroxy-1-(pyridin-3-yl)-1H,2H,3H,3aH,4H-pyrrolo[2,3-b]1,7-naphthyridin-4-one OC12C(=NC3=CN=CC=C3C1=O)N(CC2)C=2C=NC=CC2